COC1=CC=C(CNC(=O)NC2CC3(CN(C3)C(C(C)(C3=CC=CC=C3)C)=O)C2)C=C1 1-(4-methoxybenzyl)-3-(2-(2-methyl-2-phenylpropionyl)-2-azaspiro[3.3]hept-6-yl)urea